3-(3-Iodopropyl)-2-phenylbenzo[d]thiazol-3-ium triflate [O-]S(=O)(=O)C(F)(F)F.ICCC[N+]1=C(SC2=C1C=CC=C2)C2=CC=CC=C2